potassium trifluoro-[[(2-methoxybenzoyl)amino]methyl]borohydride F[B-](CNC(C1=C(C=CC=C1)OC)=O)(F)F.[K+]